3-(2,6-dibenzyloxy-3-pyridyl)-1-methyl-imidazo[4,5-f]quinolin-2-one C(C1=CC=CC=C1)OC1=NC(=CC=C1N1C(N(C2=C3C=CC=NC3=CC=C21)C)=O)OCC2=CC=CC=C2